(R)-N-((8-fluoroquinoxalin-6-yl)methyl)-4-(2-methylpiperazin-1-yl)pyridin-3-amine FC=1C=C(C=C2N=CC=NC12)CNC=1C=NC=CC1N1[C@@H](CNCC1)C